(R)-N-[(1R)-1-(3,6-dimethyl-4-oxo-2-phenyl-benzopyran-8-yl)ethyl]-2-methyl-propane-2-sulfinamide CC1=C(OC2=C(C1=O)C=C(C=C2[C@@H](C)N[S@](=O)C(C)(C)C)C)C2=CC=CC=C2